ClC=1C=CC(=C(C1)[C@]1(C(NC2=CC(=CC=C12)C(F)(F)F)=O)CC#N)OC (3S)-2-(3-(5-chloro-2-methoxyphenyl)-2-oxo-6-(trifluoromethyl)indolin-3-yl)acetonitrile